(R)-tert-butyl 3-((8-fluoro-2-(((2R,7aS)-2-fluorohexahydro-1H-pyrrolizin-7a-yl)methoxy)-7-(8-formylnaphthalene-1-yl)pyrido[4,3-d]pyrimidin-4-yl)(methyl)amino)pyrrolidine-1-carboxylate FC1=C(N=CC2=C1N=C(N=C2N([C@H]2CN(CC2)C(=O)OC(C)(C)C)C)OC[C@]21CCCN1C[C@@H](C2)F)C2=CC=CC1=CC=CC(=C21)C=O